N-(2-(4-methylpiperazin-1-yl)-5-(6-(trifluoromethyl)-1H-benzo[d]imidazol-2-yl)phenyl)-5-(pyridazin-3-yl)pyrimidin-2-amine CN1CCN(CC1)C1=C(C=C(C=C1)C1=NC2=C(N1)C=C(C=C2)C(F)(F)F)NC2=NC=C(C=N2)C=2N=NC=CC2